C(CC#C)OC(NC1=NC(=CC=C1)CO\N=C(\C1=CC=CC=C1)/C1=NN=NN1C)=O N-[6-[[(Z)-[(1-methyltetrazol-5-yl)phenylmethylene]amino]oxymethyl]-2-pyridinyl]carbamic acid but-3-ynyl ester